3,3-Dimethyl-6-methylenecyclohexene CC1(C=CC(CC1)=C)C